C1(=CC=CC=C1)[C@@H](C=C)N1CCOCC1 (R)-4-(1-phenylallyl)morpholin